6-Iodo-fucose Tetraacetate C(C)(=O)O[C@H](C=O)[C@H](OC(C)=O)[C@H](OC(C)=O)[C@@H](OC(C)=O)CI